FC1=C(C=CC=C1C)C=1N=C2SC3=C(N2C1)C=CC(=C3)C(=O)O 2-(2-fluoro-3-methylphenyl)benzo[d]imidazo[2,1-b]thiazole-7-carboxylic acid